4-chloro-4'-[(3-fluoroazetidin-1-yl)methyl]-7-methylspiro[1,3-benzodioxole-2,1'-cyclohexane]-6-carboxylic acid ClC1=CC(=C(C=2OC3(CCC(CC3)CN3CC(C3)F)OC21)C)C(=O)O